C(C=C)(=O)N1C[C@@H](N(C[C@H]1C)C1=NC(N2C3=C(C(=C(C=C13)Cl)C1=C(C=C(C=C1)F)F)OC[C@H]2CN2CC(CC2)(F)F)=O)C (3R)-7-((2S,5R)-4-acryloyl-2,5-dimethyl-piperazin-1-yl)-9-chloro-10-(2,4-di-fluorophenyl)-3-((3,3-difluoropyrrolidin-1-yl)-methyl)-2H-[1,4]-oxazino[2,3,4-ij]-quinazolin-5(3H)-one